5-((1S,3R)-2-(3-((tert-butyldiphenylsilyl)oxy)-2,2-difluoropropyl)-3-methyl-2,3,4,9-tetrahydro-1H-pyrido[3,4-b]indol-1-yl)-2-(((3R,5R)-5-methylpyrrolidin-3-yl)oxy)thiazole [Si](C1=CC=CC=C1)(C1=CC=CC=C1)(C(C)(C)C)OCC(CN1[C@@H](C=2NC3=CC=CC=C3C2C[C@H]1C)C1=CN=C(S1)O[C@H]1CN[C@@H](C1)C)(F)F